4-methylthiazole-5-formamide CC=1N=CSC1C(=O)N